FC1=C(C=C(C=C1)[N+](=O)[O-])C=1N=C(SC1)NC1=CC(=CC=C1)C(F)(F)F 4-(2-fluoro-5-nitrophenyl)-N-(3-(trifluoromethyl)phenyl)thiazol-2-amine